ClC1=NC=CC2=CC(=CC=C12)OC1CCC(CC1)NC(=O)C1=C(N=CS1)C N-((1s,4s)-4-((1-chloroisoquinolin-6-yl)oxy)cyclohexyl)-4-methylthiazole-5-carboxamide